3,3',4,4'-tetramethyl-4,4'-di-methyl-Aminobiphenyl CC1=C(C(C=CC1(C)C)=C1C=C(C(C=C1)(C)C)C)N